CC=1C=C(N)C=C(C1C)C 3,4,5-trimethylaniline